OCC(C)C1=CC=C(C=C1)N1C(C2=CC=CC=C2C1)=O (4-(1-hydroxypropan-2-yl)phenyl)isoindolin-1-one